(R)-2-(3-methylpiperazin-1-yl)ethan-1-ol, dihydrochloride Cl.Cl.C[C@@H]1CN(CCN1)CCO